N-(4-(4-amino-3-(4-((5-chloro-4-methylpyrimidin-2-yl)oxy)phenyl)-7-cyano-1-methyl-1H-pyrrolo[3,2-c]pyridin-2-yl)phenyl)-2-fluoroacrylamide NC1=NC=C(C2=C1C(=C(N2C)C2=CC=C(C=C2)NC(C(=C)F)=O)C2=CC=C(C=C2)OC2=NC=C(C(=N2)C)Cl)C#N